4-methoxybenzyl 3-((cis)-1-benzyl-3,3-difluorohexahydro-1H-pyrrolo[3,2-c]pyridin-5(6H)-yl)-2,2-dimethylpropanoate C(C1=CC=CC=C1)N1CC([C@H]2CN(CC[C@H]21)CC(C(=O)OCC2=CC=C(C=C2)OC)(C)C)(F)F